COC1=C(C(=CC(=C1)N1C=NC2=C1C=CC(=C2)C=2C=NN(C2)C)OC)C(=O)N2CC(C2)N(C)C [2,6-dimethoxy-4-[5-(1-methylpyrazol-4-yl)benzimidazol-1-yl]phenyl]-[3-(dimethylamino)azetidin-1-yl]methanone